N[Sn](N)(N)N tetra-aminotin